C(C)(C)(C)OC(=O)N1CCC(CC1)N(CCOCCOCCC(OC(C)(C)C)=O)C(CCC(=O)O)=O 13-(1-(tert-butoxycarbonyl)piperidin-4-yl)-2,2-dimethyl-4,14-dioxo-3,7,10-trioxa-13-aza-heptadecane-17-oic acid